4-(aminomethyl)-6-(5-(methoxymethyl)pyridin-3-yl)phthalazin-1(2H)-one NCC1=NNC(C2=CC=C(C=C12)C=1C=NC=C(C1)COC)=O